ClC1=CC(=C(C=C1)COC1=NC2=CC(=CC=C2C=C1)CC1=NC2=C(N1C[C@H]1OCC1)C=C(C=C2)C(=O)O)F 2-({2-[(4-chloro-2-fluorophenyl)methoxy]quinolin-7-yl}methyl)-1-{[(2S)-oxetan-2-yl]methyl}-1H-1,3-benzodiazole-6-carboxylic acid